ClC1=C(C=C(C=C1F)N1CC(C=2C=C(N=CC2C1)C(=O)O)C1CCCCC1)F 7-(4-chloro-3,5-difluorophenyl)-5-cyclohexyl-5,6,7,8-tetrahydro-2,7-naphthyridine-3-carboxylic acid